C(C)[N+](CC)(CC)[O-] triethylamine N-oxide